C(C)(=O)N(C1=C(C=C(C=C1)C1=CC=C(C=N1)C(=O)NC1=CC=2N(C=C1)C=CN2)Cl)CC2CC2 6-[4-[acetyl(cyclopropylmethyl)amino]-3-chloro-phenyl]-N-imidazo[1,2-a]pyridin-7-yl-pyridine-3-carboxamide